2-[2-(tert-butoxycarbonyl-methylamino)-ethoxy]-ethyl methanesulfonate CS(=O)(=O)OCCOCCN(C)C(=O)OC(C)(C)C